(S)-4-((1-Benzylpyrrolidin-3-yl)(methyl)amino)-2-fluoro-5-methyl-N-(thiazol-4-yl)benzenesulfonamide C(C1=CC=CC=C1)N1C[C@H](CC1)N(C1=CC(=C(C=C1C)S(=O)(=O)NC=1N=CSC1)F)C